ClC=1C=C(C(=C2C=CC(=NC12)C1=C(C(=CC=C1)C1=C(C(=NC=C1)C1=CC(=C(C(=C1)OC)C=O)F)Cl)Cl)OC)C=O 8-Chloro-2-(2-chloro-3-(3-chloro-2-(3-fluoro-4-formyl-5-methoxyphenyl)pyridin-4-yl)phenyl)-5-methoxyquinoline-6-carbaldehyde